C(C)(C)(C)OC(=O)N1CC(C1)OC(=O)N1C=CC2=C1N=CN=C2 Pyrrolo[2,3-d]Pyrimidine-7-carboxylic acid (1-tert-butoxycarbonyl azetidin-3-yl) ester